dioxaheptyn C#COOCCC